tert-butyl [4-(2-fluoro-4-nitrophenyl)piperazin-1-yl]format FC1=C(C=CC(=C1)[N+](=O)[O-])N1CCN(CC1)C(=O)OC(C)(C)C